ClC1=C(C2=C(C=3C(=NC(=NC13)SCC)NCC1=CC(=NN1)C)COC2)C2=CC=C(C=1SC(=C(C12)C#N)NC(OC(C)(C)C)=O)F tert-Butyl (4-(5-chloro-3-(ethylthio)-1-(((3-methyl-1H-pyrazol-5-yl)methyl)amino)-7,9-dihydrofuro[3,4-f]quinazolin-6-yl)-3-cyano-7-fluorobenzo[b]thiophen-2-yl)carbamate